3-fluoro-4-hydroxy-5-(hydroxymethyl)tetrahydrofuran-2-carbonitrile FC1C(OC(C1O)CO)C#N